C(C)N(CC)S(F)(F)F N,N-diethylaminosulfur trifluoride